1-[1-[6-bromo-2-(1,3-dihydroisoindol-2-yl)-3-methyl-4-oxoquinazolin-8-yl]ethyl]-3,1-benzoxazine-2,4-dione BrC=1C=C2C(N(C(=NC2=C(C1)C(C)N1C(OC(C2=C1C=CC=C2)=O)=O)N2CC1=CC=CC=C1C2)C)=O